ClC1=C(C(=O)OC)C=CC=C1N1CC(C1)O Methyl 2-chloro-3-(3-hydroxyazetidin-1-yl)benzoate